C(C)(C)C1=C(C=CC=C1)CC(=O)NC1=CC(=C(C=C1)N1N=CC(=C1)C(F)(F)F)S(N)(=O)=O 2-(2-isopropylphenyl)-N-{3-sulfamoyl-4-[4-(trifluoromethyl)-1H-pyrazol-1-yl]phenyl}acetamide